3,4-dichloro-N-(4-chlorobenzo[d]isoxazol-3-yl)-2-methoxybenzenesulfonamide ClC=1C(=C(C=CC1Cl)S(=O)(=O)NC1=NOC2=C1C(=CC=C2)Cl)OC